CN(C=1C=C2CN(C(C2=CC1)=O)C1C(NC(CC1)=O)=O)[C@@H]1[C@H](CCC1)NC 3-(5-(methyl-((1S,2S)-2-(methylamino)cyclopentyl)amino)-1-oxoisoindolin-2-yl)piperidine-2,6-dione